CC=1N=C2N(N=C(C=C2C)C=2C=C3C=NN(C(C3=CC2)=O)C2CCN(C3(CC3)C2)C(=O)OC(C)(C)C)C1 tert-butyl 7-(6-{2,8-dimethylimidazo[1,2-b]pyridazin-6-yl}-1-oxophthalazin-2-yl)-4-azaspiro[2.5]octane-4-carboxylate